2-bromo-4-fluoro-1-iodo-benzene BrC1=C(C=CC(=C1)F)I